ClC=1C=C2C(=C3CCCCC3=C(C2=CC1)OC(C(=C)C)=O)OC 6-chloro-9-methacryloyloxy-10-methoxy-1,2,3,4-tetrahydroanthracene